Amidinopropionic acid C(N)(=N)C(C(=O)O)C